C(C)(C)(C)OC(N(CC1=NC=C(C(=C1C)OC)C)C1=CC(=CC(=C1)C#C[Si](C(C)C)(C(C)C)C(C)C)Br)=O (3-bromo-5-((triisopropylsilyl)ethynyl)-phenyl)((4-methoxy-3,5-dimethylpyridin-2-yl)methyl)-carbamic acid tert-butyl ester